3,6-dihydroxy-benzonorbornene OC1C2C3=C(C1CC2)C=C(C=C3)O